FC(C)(F)[C@H]1CNCC1 (R)-3-(1,1-difluoroethyl)pyrrolidine